ClC1=CC=C(C(=O)NC2=CC=C(C(=O)O)C=C2)C=C1 4-(4-chlorobenzoylamino)benzoic acid